1-methyl 4-(2-methyloctan-2-yl) 2-(diethoxyphosphoryl)succinate C(C)OP(=O)(OCC)C(C(=O)OC)CC(=O)OC(C)(CCCCCC)C